C(C)(C)(C)OC(NCCCN1C=NC(=C1)CO)=O.FC=1C(=NN(C1NC(C1=CC(=CC=C1)C(F)(F)F)=O)C)C(F)(F)F N-(4-fluoro-1-methyl-3-(trifluoromethyl)-1H-pyrazol-5-yl)-3-(trifluoromethyl)benzamide Tert-butyl-N-[3-[4-(hydroxymethyl)imidazol-1-yl]propyl]carbamate